BrCC1=NC=CN=C1C(F)(F)F 2-(bromomethyl)-3-(trifluoromethyl)pyrazine